sodium (4-(4-((3-(3,6-difluoropyridin-2-yl)-1-((1r,4r)-4-ethoxycyclohexyl)-1H-pyrazol-4-yl)carbamoyl)oxazol-2-yl)-1H-pyrazol-1-yl)methyl phosphate P(=O)(OCN1N=CC(=C1)C=1OC=C(N1)C(NC=1C(=NN(C1)C1CCC(CC1)OCC)C1=NC(=CC=C1F)F)=O)([O-])[O-].[Na+].[Na+]